O.Cl[Ir] chloroiridium hydrate